4-(2-(oleoyloxy)ethyl)piperidin C(CCCCCCC\C=C/CCCCCCCC)(=O)OCCC1CCNCC1